N-lactoyl-methionine C(C(O)C)(=O)N[C@@H](CCSC)C(=O)O